ClC1=CC(=C(C(=C1C1=C(C=CC=C1O)F)F)N(C)C)C(=O)N1CCN(CC1)C(C=C)=O (4-(6-chloro-3-(dimethylamino)-2,2'-difluoro-6'-hydroxy-[1,1'-biphenyl]-4-carbonyl)piperazin-1-yl)prop-2-en-1-one